3-benzyl-1-(trans-4-((5-cyano-4-((2-oxo-2,3-dihydro-1H-indol-5-yl)amino)pyrimidin-2-yl)amino)cyclohexyl)-1-(4-(1-methyl-1H-pyrazol-4-yl)phenyl)urea C(C1=CC=CC=C1)NC(N(C1=CC=C(C=C1)C=1C=NN(C1)C)[C@@H]1CC[C@H](CC1)NC1=NC=C(C(=N1)NC=1C=C2CC(NC2=CC1)=O)C#N)=O